2-methyl-3-((3-phenethyl-3-(tetrahydrofuran-2-yl)pyrrolidin-1-yl)methyl)pyridine CC1=NC=CC=C1CN1CC(CC1)(C1OCCC1)CCC1=CC=CC=C1